N-(3-(4-fluorophenyl)oxetan-3-yl)-2-isobutyryl-N-methyl-1,2,3,4-tetrahydroisoquinoline-7-sulfonamide FC1=CC=C(C=C1)C1(COC1)N(S(=O)(=O)C1=CC=C2CCN(CC2=C1)C(C(C)C)=O)C